C(CCC)SC1=C2N=CN(C2=NC(=N1)Cl)CC#C 6-butylthio-2-chloro-9-(prop-2-yn-1-yl)-9H-purine